1-tert-Butyl-1-(4-chlorophenethyl)-2-(1H-1,2,4-triazol-1-yl)ethanol C(C)(C)(C)C(CN1N=CN=C1)(O)CCC1=CC=C(C=C1)Cl